CC1=NC=CC(=C1)C1=NC=C(C=C1C)CC(=O)NC1=NC=C(C=C1)C1=NC=CN=C1 2-(2',3-dimethyl-[2,4'-bipyridine]-5-yl)-N-(5-(pyrazin-2-yl)pyridin-2-yl)acetamide